17-Cyclopropylmethyl-3,14β-dihydroxy-4,5α-epoxy-6β-[2-(indol-3-yl)acetamido]morphinan C1(CC1)CN1[C@H]2[C@@]3(CC[C@H]([C@H]4[C@@]3(C=3C(=C(C=CC3C2)O)O4)CC1)NC(CC1=CNC4=CC=CC=C14)=O)O